BrC1=C(C=CC=C1)CS(=O)(=O)NC1=C(N=CS1)C(=O)O 5-{[(2-bromophenyl)methyl]sulfonamido}-1,3-thiazole-4-carboxylic acid